FC1=CC=C(C=C1)C=1C=C2CC3(C(NC2=CC1)=O)CN(CC3)C#N 6'-(4-fluorophenyl)-2'-oxo-1',4'-dihydro-2'H-spiro[pyrrolidine-3,3'-quinoline]-1-carbonitrile